Cl.CNC(=O)C=1C=CC2=C(C=CO2)C1 N-methylbenzofuran-5-carboxamide hydrochloride